C(=CC=CO)O 1,3-butadiene-1,4-diol